5-methylfurfurylamine CC1=CC=C(CN)O1